2-((3-sulfonylphenyl)amino)pyrimidine S(=O)(=O)=C1CC(=CC=C1)NC1=NC=CC=N1